The molecule is a carboxy-2-hydroxymuconate semialdehyde having the carboxy group at the 4-position and the aldehyde functijon at the 6-position. It is a conjugate acid of a 4-carboxy-2-hydroxy-cis,cis-muconate 6-semialdehyde(2-). C(=C/O)\\C(=C/C(=O)C(=O)O)\\C(=O)O